COC(N(OC)C1=C(C=CC=C1)COC1=NN(C(=C1C)C1=CC=CC=C1)C)=O methyl-N-[2-[(1,4-dimethyl-5-phenyl-pyrazol-3-yl)oxylmethyl]phenyl]-N-methoxy-carbamate